N-(2-aminobenzothiazol-6-yl)-acetamide NC=1SC2=C(N1)C=CC(=C2)NC(C)=O